C(#N)[C@H]1N(CC(C1)(F)F)C(CNC(=O)C1=CC=NC2=CC=C(C=C12)OCCCN1CCNCC1)=O (S)-N-(2-(2-cyano-4,4-difluoro-pyrrolidin-1-yl)-2-oxoethyl)-6-(3-(piperazine-1-yl)propoxy)quinoline-4-carboxamide